C(C)N(C(=O)C1=CC(=NC(=C1)C=1N=NN(C1)C=1C(=C(C(=O)O)C=CC1)C(F)(F)F)C=1N=NN(C1)C=1C(=C(C(=O)O)C=CC1)C(F)(F)F)CC 4'-((4-(diethylcarbamoyl)pyridin-2,6-diyl)bis(1H-1,2,3-triazol-4,1-diyl))bis(2-(trifluoromethyl)benzoic acid)